FC=1C=C(C=CC1F)[C@H]1[C@@H](CN(C1)CCOC)NC(=O)NC1=C(C(=NN1C1=CC=CC=C1)C1=CC(N(C=C1)C)=O)C 1-((3s,4r)-4-(3,4-difluorophenyl)-1-(2-methoxyethyl)pyrrolidin-3-yl)-3-(4-methyl-3-(1-methyl-2-oxo-1,2-dihydropyridin-4-yl)-1-phenyl-1H-pyrazol-5-yl)urea